1-(3-methyl-4-phenoxyphenyl)-3-(1,3-thiazol-4-yl)-1,3,5-triazin-2,4,6-trione CC=1C=C(C=CC1OC1=CC=CC=C1)N1C(N(C(NC1=O)=O)C=1N=CSC1)=O